BrC=1C2=C(C(=NC1)F)C[C@@H]1CC[C@H]2N1C(=O)OC(C)(C)C tert-butyl (5R,8S)-4-bromo-1-fluoro-6,7,8,9-tetrahydro-5H-5,8-epiminocyclohepta[c]pyridine-10-carboxylate